5,5-dimethyl-4,5-dihydro-1,2-oxazole CC1(CC=NO1)C